C(C=C)N1C(NC2=CC=C(C=C2C1=O)S(=O)(=O)NC1(COC1)C)=O 3-allyl-N-(3-methyloxetan-3-yl)-2,4-dioxo-1,2,3,4-tetrahydroquinazoline-6-sulfonamide